CO[C@@H](C(=O)N1CCN(CC1)C1=CC=C(C=N1)C=1C=2N(C=C(N1)C=1C=NN(C1)C1CCC(CC1)=O)N=CC2C#N)C2=CC=CC=C2 4-[6-[4-[(2R)-2-methoxy-2-phenyl-acetyl]piperazin-1-yl]-3-pyridyl]-6-[1-(4-oxocyclohexyl)pyrazol-4-yl]pyrazolo[1,5-a]pyrazine-3-carbonitrile